Cl.OC(C(=O)O)C1=NC(=CC=C1)C(F)(F)F 2-hydroxy-2-(6-(trifluoromethyl)pyridin-2-yl)acetic acid hydrochloride